hexamethylethylenediammonium hydroxide [OH-].C[N+](CC[N+](C)(C)C)(C)C.[OH-]